4-(3-Nitrophenyl)-1H-phenalen-1-one [N+](=O)([O-])C=1C=C(C=CC1)C1=C2C=CC(C=3C=CC=C(C=C1)C32)=O